1-(2-fluoroethyl)-N-(2-fluorophenyl)-2-oxo-4-(3-(trifluoromethyl)phenyl)pyrrolidine-3-carboxamide FCCN1C(C(C(C1)C1=CC(=CC=C1)C(F)(F)F)C(=O)NC1=C(C=CC=C1)F)=O